C(CCC)N1C(C(C(C(C1CO)O)O)O)CO 1-butyl-2,6-bis(hydroxymethyl)piperidine-3,4,5-triol